N-((2-(6-(6-hydroxy-2-azaspiro[3.3]heptan-2-yl)pyridin-2-yl)-1,6-naphthyridin-7-yl)methyl)-5-(methylsulfonyl)nicotinamide OC1CC2(CN(C2)C2=CC=CC(=N2)C2=NC3=CC(=NC=C3C=C2)CNC(C2=CN=CC(=C2)S(=O)(=O)C)=O)C1